CN1C(CCCCC1)=O N-methyl-caprolactam